CN1C(=NC2=C1C=1OC(=CC(C1C=C2)=O)C2=CC=C(C#N)C=C2)C(F)(F)F 4-(1-methyl-6-oxo-2-(trifluoromethyl)-1,6-dihydrochromeno[7,8-d]imidazol-8-yl)benzonitrile